C1(=CC(=C(C=C1)O)O)C1=CC=CC=C1 [1,1'-biphenyl]-3,4-diol